C(C)(=O)N[C@@H](CCN1C2CC(CC1CC2)N2C(=NC=1CN(CCC12)C(=O)OCC)C)C1=CC(=CC=C1)F ethyl 1-endo-{8-[(3S)-3-(acetylamino)-3-(3-fluorophenyl)propyl]-8-azabicyclo[3.2.1]oct-3-yl}-2-methyl-4,5,6,7-tetrahydro-1H-imidazo[4,5-c]pyridine-5-carboxylate